2-bromo-4-methyl-3,5,6-trifluorobenzyl (1R)-trans-3-[(E)-(2-methoxycarbonyl-1-propenyl)]-2,2-dimethylcyclopropanecarboxylate COC(=O)/C(=C/[C@H]1C([C@@H]1C(=O)OCC1=C(C(=C(C(=C1F)F)C)F)Br)(C)C)/C